C(#N)C=1C=NN2C1C(=CC(=C2)C=2C=NN(C2)C)C=2CCN(CC2)C2=NC=C(C=C2)C(C(=O)N)=C (4-(3-cyano-6-(1-methyl-1H-pyrazol-4-yl)pyrazolo[1,5-a]pyridin-4-yl)-3,6-dihydro-2H-[1,2'-bipyridin]-5'-yl)acrylamide